ClC1=C(C=C(C=C1O)COC)C(\C=C\C1=CC2=CC=C(C=C2C=C1)OC)=O 1-(2-chloro-3-hydroxy-5-methoxymethylphenyl)-3-(6-methoxynaphthalen-2-yl)-(2E)-2-propen-1-one